6-nitro-1-propyl-1,4-dihydro-2H-3,1-benzoxazin-2-one [N+](=O)([O-])C=1C=CC2=C(COC(N2CCC)=O)C1